O[C@@H]1[C@@H]([C@H]([C@H](O[C@@H]1CO)CC1=CC(=NO1)[C@H]1CC(NCC1)=O)OC)N1N=NC(=C1)C1=CC(=C(C(=C1)F)F)F |&1:15| (RS)-4-(5-(((2R,3R,4S,5R,6R)-5-hydroxy-6-(hydroxymethyl)-3-methoxy-4-(4-(3,4,5-trifluorophenyl)-1H-1,2,3-triazol-1-yl)tetrahydro-2H-pyran-2-yl)methyl)isoxazol-3-yl)piperidin-2-one